NC1=C(C(=NN1C(C)C)C(=O)NC=1C(=NC=C(C1)NC(CC1=CC=C(C=C1)OC)=O)F)C(=O)N 5-amino-N3-(2-fluoro-5-(2-(4-methoxyphenyl)acetamido)pyridin-3-yl)-1-isopropyl-1H-pyrazole-3,4-dicarboxamide